(methylphenoxy)methyl-phenol CC1=C(OCC2=C(C=CC=C2)O)C=CC=C1